8-methyl-2-{[4-(4-methylpiperazin-1-yl)phenyl]amino}-6-(thiophen-2-yl)-5-[2-(triisopropylsilyl)ethynyl]pyrido[2,3-d]pyrimidin-7-one CN1C(C(=C(C2=C1N=C(N=C2)NC2=CC=C(C=C2)N2CCN(CC2)C)C#C[Si](C(C)C)(C(C)C)C(C)C)C=2SC=CC2)=O